4-carbonyl-1,4-dihydropyridazine-3-carboxylic acid C(=O)=C1C(=NNC=C1)C(=O)O